(R)-N-(5-((4-chlorobenzyl)oxy)-1,3,4-thiadiazol-2-yl)-2-(6-oxohexahydropyrrolo[1,2-a]pyrazin-2(1H)-yl)nicotinamide ClC1=CC=C(COC2=NN=C(S2)NC(C2=C(N=CC=C2)N2C[C@@H]3N(CC2)C(CC3)=O)=O)C=C1